(1r,3R,5S,7s)-1-azaadamantan-4-one N12C[C@@H]3C([C@@H](CC(C1)C3)C2)=O